2-(1,1'-biphenyl-4-yl)-4-(4-fluorophenyl)-6-phenyl-1,3,5-triazine C1(=CC=C(C=C1)C1=NC(=NC(=N1)C1=CC=C(C=C1)F)C1=CC=CC=C1)C1=CC=CC=C1